tris(N-ethyl-N-methylpiperidinium) phosphorothioate bis(trifluoromethylsulfonyl)imide [N-](S(=O)(=O)C(F)(F)F)S(=O)(=O)C(F)(F)F.P([O-])([O-])(O)=S.C(C)[N+]1(CCCCC1)C.C(C)[N+]1(CCCCC1)C.C(C)[N+]1(CCCCC1)C